benzyl 4-[4-[tert-butoxycarbonyl(methyl)amino]-1-piperidyl]indoline-1-carboxylate C(C)(C)(C)OC(=O)N(C1CCN(CC1)C1=C2CCN(C2=CC=C1)C(=O)OCC1=CC=CC=C1)C